CC=1SC(=NN1)C(F)(F)F methyl-5-trifluoromethyl-1,3,4-thiadiazole